[Sb].[As].[Al] aluminum-arsenic-antimony